10-(3-(4,6-diphenyl-1,3,5-triazin-2-yl)phenyl)benzofuro[3,2-b]indolo[3,2,1-jk]carbazole C1(=CC=CC=C1)C1=NC(=NC(=N1)C1=CC=CC=C1)C=1C=C(C=CC1)C1=CC=CC2=C1C1=CC=3N4C5=C(C=CC=C5C3C=C1O2)C2=CC=CC=C24